C1CCC2=CC=CC=C12 1E-indan